BrC=1C=CC(=NC1)CC(=O)C1=CC(=CC=C1)OC 2-(5-bromopyridin-2-yl)-1-(3-methoxyphenyl)ethan-1-one